((2R)-2-(aminomethyl)-2-(2-chloro-4-fluorophenyl)cyclopropyl)methanol NC[C@]1(C(C1)CO)C1=C(C=C(C=C1)F)Cl